C(CCCCC)NCCCCCN N-hexylpentane-1,5-diamine